5-aminodihydropyrimidine-2,4(1H,3H)-dione NC1C(NC(NC1)=O)=O